C(CCCCCCCCCCCCCCC)(=O)OCC(COC(CCCCCCCCCCCCCCC)=O)OC(COC(CC\C(=C\CC=1C(=C2C(OCC2=C(C1OC)C)=O)OCC=C)\C)=O)=O (E)-2-(2-((6-(4-(allyloxy)-6-methoxy-7-methyl-3-oxo-1,3-dihydroisobenzofuran-5-yl)-4-methylhex-4-enoyl)oxy)acetoxy)propane-1,3-diyl dipalmitate